C(C)(C)(C)OC(=O)N1CCC=2C=C(C(=NC2C1)O)Cl 3-chloro-2-hydroxy-5,8-dihydro-1,7-naphthyridine-7(6H)-carboxylic acid tert-butyl ester